BrC1=CC2=C(N=C(N=C2N[C@H](C)C2=C(C(=CC=C2)C(C(C)(C)O[Si](C)(C)C(C)(C)C)(F)F)F)C)C=N1 6-bromo-N-{(1R)-1-[3-(2-{[tert-butyl(dimethyl)silyl]oxy}-1,1-difluoro-2-methylpropyl)-2-fluorophenyl]ethyl}-2-methylpyrido[3,4-d]pyrimidin-4-amine